2-methyl-1,3-propanedithiol CC(CS)CS